phenylboronic acid, benzoylhydrazide C(C1=CC=CC=C1)(=O)N(N)B(O)C1=CC=CC=C1